2-(3-hydroxy-3,7,11,15-tetramethylhexadecyl)-3,5,6-trimethylcyclohexa-2,5-diene-1,4-dione OC(CCC=1C(C(=C(C(C1C)=O)C)C)=O)(CCCC(CCCC(CCCC(C)C)C)C)C